(2S)-3-hydroxy-N-[(1R)-1-(4-methoxyphenyl)ethyl]-2-{4-[(2-methylpentyl)oxy]phenyl}acrylamide OC=C(C(=O)N[C@H](C)C1=CC=C(C=C1)OC)C1=CC=C(C=C1)OC[C@H](CCC)C